6-cyclopropyl-3-(difluoromethyl)-5,6,7,8-tetrahydroimidazo[1,5-a]pyrazine C1(CC1)C1NCC=2N(C1)C(=NC2)C(F)F